ClC1=CC2=C(S1)C1(CC(NC(C1)C)C)OCC2 (2R,6S)-2-chloro-2',6'-dimethyl-spiro[4,5-dihydrothieno[2,3-c]pyran-7,4'-piperidine]